2'-[6-amino-5-(trifluoromethoxy)pyridin-3-yl]-N-[(1R)-1-(pyridin-3-yl)ethyl]-5',6'-dihydrospiro[pyrrolidine-3,4'-pyrrolo[1,2-b]pyrazole]-1-carboxamide NC1=C(C=C(C=N1)C=1C=C2N(N1)CCC21CN(CC1)C(=O)N[C@H](C)C=1C=NC=CC1)OC(F)(F)F